(Z)-2-(hydroxyimino)-2-(pyridine-2-carboxamido)acetic acid ethyl ester C(C)OC(/C(/NC(=O)C1=NC=CC=C1)=N/O)=O